(R)-3-amino-4,6-dimethoxyphenyl-3-(4-methoxyphenyl)-1-triphenylmethylindol-2-one NC=1C=C(C(=CC1OC)OC)C1=C2[C@H](C(N(C2=CC=C1)C(C1=CC=CC=C1)(C1=CC=CC=C1)C1=CC=CC=C1)=O)C1=CC=C(C=C1)OC